5-bromo-1,3-dimethyl-1,7-naphthyridin-2(1H)-one BrC1=C2C=C(C(N(C2=CN=C1)C)=O)C